((R)-3-(4-Fluorophenyl)pyrrolidin-1-yl)(4-((R)-2-hydroxy-3-(5-methyl-1H-tetrazol-1-yl)propoxy)phenyl)methanon FC1=CC=C(C=C1)[C@@H]1CN(CC1)C(=O)C1=CC=C(C=C1)OC[C@@H](CN1N=NN=C1C)O